N[C@@H](CCC(N)=O)C(=O)O Anti-glutamine